ClC1=NC=CC(=N1)NC1CN(CC1)C1=C2C(N(C(C2=CC=C1)=O)C1C(NC(CC1)=O)=O)=O 4-(3-((2-chloropyrimidin-4-yl)amino)pyrrolidin-1-yl)-2-(2,6-dioxopiperidin-3-yl)isoindoline-1,3-dione